2-cyclohexylidenepiperonyl-acetonitrile C1(CCCCC1)=C(C#N)CC1=CC=2OCOC2C=C1